C(C)C1=NOC(=C1C(=O)NC1=CC(=CC=C1)S(NC1=C(C=CC=C1)F)(=O)=O)C 3-ethyl-N-(3-(N-(2-fluorophenyl)sulfamoyl)phenyl)-5-methylisoxazole-4-carboxamide